C(C#C)N1C(C=2C(C1=O)=CC=CC2)=O N-(propargyl)phthalimide